C(C1=CC=CC=C1)N1C[C@@H]2N(C=3N=CC=C(C3CC2)C(=O)NCC(F)F)CC1 (R)-8-benzyl-N-(2,2-difluoroethyl)-6,6a,7,8,9,10-hexahydro-5H-pyrazino[1,2-a][1,8]naphthyridine-4-carboxamide